N-(methyl-d3)pyridazine-3-carboxamide methanesulfonate CS(=O)(=O)O.C(NC(=O)C=1N=NC=CC1)([2H])([2H])[2H]